6-chloro-7-(2-fluoro-6-methoxyphenyl)-1-(2-isopropylphenyl)-4-(piperazin-1-yl)quinazolin ClC=1C=C2C(=NCN(C2=CC1C1=C(C=CC=C1OC)F)C1=C(C=CC=C1)C(C)C)N1CCNCC1